C(C1=CC=CC=C1)OCC(COC1=C(C=CC(=N1)C(=O)NC(C(=O)OCC)(CC)CC)N1CC(C1)OC)(C)C Ethyl 2-(6-(3-(benzyloxy)-2,2-dimethylpropoxy)-5-(3-methoxyazetidin-1-yl) picolinamido)-2-ethylbutyrate